((2-chloro-5-methylpyrimidin-4-yl)amino)-N-cyclobutylbenzenesulfonamide ClC1=NC=C(C(=N1)NC1=C(C=CC=C1)S(=O)(=O)NC1CCC1)C